(R)-1-(3,4-difluorophenyl)-3-nitro-propyl methanesulfonate CS(=O)(=O)O[C@H](CC[N+](=O)[O-])C1=CC(=C(C=C1)F)F